CC/C=C\\CC(=O)/C=C/C=C\\C=C\\C=C\\[C@H]([C@H](C/C=C\\CCC(=O)[O-])O)O The molecule is a polyunsaturated fatty acid that is the conjugate base of 17-oxoresolvin D1, obtained by deprotonation of the carboxy group; major species at pH 7.3. It is a polyunsaturated fatty acid anion, a long-chain fatty acid anion, a hydroxy fatty acid anion and an oxo fatty acid anion. It is a conjugate base of a 17-oxoresolvin D1.